(S)-1'-(6-amino-5-((2-amino-3-chloropyridin-4-yl)thio)pyrazin-2-yl)-5,6-difluoro-1,3-dihydro-spiro[indene-2,4'-piperidin]-1-amine NC1=C(N=CC(=N1)N1CCC2(CC1)[C@@H](C1=CC(=C(C=C1C2)F)F)N)SC2=C(C(=NC=C2)N)Cl